ClC1=C(C(=O)NC2(CC2)C#N)C=C(C(=C1)F)C=1C=NN(C1)C=1N(N=C(C1C)OC(C(C)F)(F)F)C 2-chloro-5-[1-[2,4-dimethyl-5-(1,1,2-trifluoropropoxy)pyrazol-3-yl]pyrazol-4-yl]-4-fluoro-N-(1-cyanocyclopropyl)benzamide